1-(2-fluoro-4-methylphenyl)ethanone FC1=C(C=CC(=C1)C)C(C)=O